C1(CC1)C1=C(C=C(C(=O)N)C=C1)OCC1CC1 4-cyclopropyl-3-(cyclopropylmethoxy)benzamide